BrC1=CN(C(C2=C1N=C(N=C2)NC=2C=NN(C2)C2CCN(CC2)C)=O)C2=C(C=CC=C2C)C 8-bromo-6-(2,6-dimethylphenyl)-2-[[1-(1-methyl-4-piperidyl)pyrazol-4-yl]amino]pyrido[4,3-d]pyrimidin-5-one